N-(6'-Amino-6-methoxy-[2,3'-bipyridin]-5-yl)-5-methyl-3-phenylisoxazole-4-carboxamide NC1=CC=C(C=N1)C1=NC(=C(C=C1)NC(=O)C=1C(=NOC1C)C1=CC=CC=C1)OC